2,6-Dibromophenol BrC1=C(C(=CC=C1)Br)O